C(C)(C)(C)C1=CC=C(C=C1)CC(/C=C/CB1OC(CN(CC(O1)=O)C)=O)C (E)-2-(5-(4-(tert-butyl)phenyl)-4-methylpent-2-en-1-yl)-6-methyl-1,3,6,2-dioxazaborocan-4,8-dione